1-benzyl-3-((3-methoxy-5-(trifluoromethoxy)phenyl)amino)pyrrolidin-2-one C(C1=CC=CC=C1)N1C(C(CC1)NC1=CC(=CC(=C1)OC(F)(F)F)OC)=O